6-(iodomethyl)oxan-2-one ICC1CCCC(O1)=O